bisphosphonate disodium [Na+].[Na+].P([O-])([O-])=O.P(O)(O)=O